tert-butyl (5-(2-amino-7-(1-(difluoromethyl)-1H-imidazol-2-yl)-1H-benzo[d]imidazol-1-yl)hexyl)carbamate NC1=NC2=C(N1C(CCCCNC(OC(C)(C)C)=O)C)C(=CC=C2)C=2N(C=CN2)C(F)F